C(CCCCCCCCCCC)(=O)N Dodecaneamide